C(#N)C(CCC(=O)O)(C)SC(=S)CCCCCCCCCCCC 4-cyano-4-(dodecylthiocarbonylthio)pentanoic acid